N-(2-chloro-5-(4-((1-phenylethyl)-amino)quinazolin-6-yl)pyridin-3-yl)-2-(dimethylamino)-ethane-1-sulfonamide ClC1=NC=C(C=C1NS(=O)(=O)CCN(C)C)C=1C=C2C(=NC=NC2=CC1)NC(C)C1=CC=CC=C1